C(C)(C)(C)OC(=O)N1[C@@H]([C@H]2[C@H]3C=C[C@@H]([C@H]2C1)C3)C(=O)O (1R,2S,3S,6R,7S)-4-(tert-butoxycarbonyl)-4-azatricyclo[5.2.1.0{2,6}]dec-8-ene-3-carboxylic acid